FC1(C[C@@H]([C@@H](C2=CC=C(C=C12)O)C1=CC=C(C=C1)N1CCC(CC1)C=O)C1=CC=C(C=C1)C)F 1-(4-((1R,2S)-4,4-difluoro-6-hydroxy-2-(p-tolyl)-1,2,3,4-tetrahydronaphthalen-1-yl)phenyl)piperidine-4-carbaldehyde